tert-butyl 2-[(E)-[(4-amino-2-chloropyridin-3-yl)methylidene]amino]acetate NC1=C(C(=NC=C1)Cl)\C=N\CC(=O)OC(C)(C)C